CN1CCN(CC1)C1C2=C(N(N=C2CCC1)C1=NC=CC=N1)O (4-methylpiperazin-1-yl)-2-pyrimidin-2-yl-4,5,6,7-tetrahydro-2H-indazol-3-ol